C(C1=CC=CC=C1)(C1=CC=CC=C1)C1CCN(CC1)C(=O)N1CCC=2C=CC(NC2C1)=O 7-(4-benzhydrylpiperidine-1-carbonyl)-1,5,6,8-tetrahydro-1,7-naphthyridin-2-one